2-(bromomethyl)-6-chloro-1-methyl-benzimidazole BrCC1=NC2=C(N1C)C=C(C=C2)Cl